lithium ethoxide salt [O-]CC.[Li+]